C(CCC)(=O)NC(CCC)=O dibutyrylamine